sulfur compound with mercury [Hg].[S]